C(C)(C)OC1=NC=2N(C=C1C(=O)NC=1C=NN3C1N=CC(=C3)C)C=C(N2)[C@@]23CO[C@@](CC2)(C3)C 7-isopropoxy-2-((1S,4R)-1-methyl-2-oxabicyclo[2.2.1]hept-4-yl)-N-(6-methylpyrazolo[1,5-a]pyrimidin-3-yl)imidazo[1,2-a]pyrimidine-6-carboxamide